N-{[6-({2-oxa-5-azabicyclo[2.2.1]heptan-5-yl}methyl)imidazo[1,2-a]pyridin-2-yl]methyl}-4-oxo-4H-pyrido[1,2-a]pyrimidine-2-carboxamide C12OCC(N(C1)CC=1C=CC=3N(C1)C=C(N3)CNC(=O)C=3N=C1N(C(C3)=O)C=CC=C1)C2